3-Methoxy-tetrahydro-pyran-4-one COC1COCCC1=O